CC=1C=NOC1C(=O)NC1=NN(C2=CC=CC=C12)CC1=CC=C(C=C1)C(F)(F)F 4-methyl-N-(1-(4-(trifluoromethyl)benzyl)-1H-indazol-3-yl)isoxazole-5-carboxamide